4-(6-(trifluoromethyl)pyridin-3-yl)butanoic acid FC(C1=CC=C(C=N1)CCCC(=O)O)(F)F